3-chloro-5-((1-methylpyrrolidin-3-yl)oxy)aniline ClC=1C=C(N)C=C(C1)OC1CN(CC1)C